(2SR,3SR)-2-methyl-tetrahydrofuran-3-ol tert-Butyl-(1-(4-(trifluoromethyl)phenyl)pyrrolo[1,2-a]pyrazin-3-yl)carbamate C(C)(C)(C)N(C(=O)O[C@@H]1[C@@H](OCC1)C)C=1N=C(C=2N(C1)C=CC2)C2=CC=C(C=C2)C(F)(F)F |r|